3,5-dihydroxy-2-methyl-4H-pyran-4-one OC1=C(OC=C(C1=O)O)C